ClC=1C=C(C=CC1)C=1SC(=CN1)C(=O)N[C@H](C(N[C@H](C(C=1SC=CN1)O)CCC(F)(F)F)=O)C 2-(3-chlorophenyl)-N-((2S)-1-oxo-1-(((2S)-5,5,5-trifluoro-1-hydroxy-1-(thiazol-2-yl)pentan-2-yl)amino)propan-2-yl)thiazole-5-carboxamide